[Na+].C(C=1C(C(=O)[O-])=CC=CC1)(=O)OCC(CCCC)CC 2-ethylhexyl phthalate sodium salt